C(C)(C)(C)OC(=O)C=1C=NN(C1)C[B-](F)(F)F.[K+] potassium ((4-(tert-butoxycarbonyl)-1H-pyrazol-1-yl)methyl)trifluoroborate